methyl-1-(bis(4-fluorophenyl)methyl)-4-(3-chloro-6-cyano-1-methyl-2-oxo-1,2-dihydro-1,5-naphthyridin-4-yl)piperazine-2-carboxylate COC(=O)C1N(CCN(C1)C1=C(C(N(C2=CC=C(N=C12)C#N)C)=O)Cl)C(C1=CC=C(C=C1)F)C1=CC=C(C=C1)F